6-(3-(2-iodophenoxy)prop-1-yn-1-yl)quinoline IC1=C(OCC#CC=2C=C3C=CC=NC3=CC2)C=CC=C1